FC(C1=NN(C=C1C(=O)NC1=C2[C@@H](CC(C2=C(C=C1)F)(C)C)C)C)F 3-(difluoromethyl)-N-[(3R)-7-fluoro-1,1,3-trimethylindan-4-yl]-1-methylpyrazole-4-carboxamide